3-{1-[2-(cyclopropylcarbonyl-amino)-thiazol-5-yl]-1H-pyrazol-4-yl}-N-cyclopropyl-4-methyl-benzamide C1(CC1)C(=O)NC=1SC(=CN1)N1N=CC(=C1)C=1C=C(C(=O)NC2CC2)C=CC1C